CN1C(=NN=C1)[C@H]1[C@H](C1)C=1C=C(C=CC1)N1C(C2=CC(=CC(=C2C1)C(F)(F)F)C=C)=O 2-(3-((1S,2R)-2-(4-methyl-4H-1,2,4-triazol-3-yl)cyclopropyl)phenyl)-4-(trifluoromethyl)-6-vinylisoindolin-1-one